tert-Butyl (R)-6-((1-methylpyrrolidin-3-yl)oxy)-3,4-dihydroisoquinoline-2(1H)-carboxylate CN1C[C@@H](CC1)OC=1C=C2CCN(CC2=CC1)C(=O)OC(C)(C)C